[3-fluoro-5-(1,1,2,2,3,3,4,4-octafluorobutyl)-2-pyridyl]-2-[1-(2-hydroxyethyl)tetrazol-5-yl]sulfanyl-5-nitro-benzamide FC=1C(=NC=C(C1)C(C(C(C(F)F)(F)F)(F)F)(F)F)C=1C(=C(C(=O)N)C=C(C1)[N+](=O)[O-])SC1=NN=NN1CCO